C(CCC)SCSC1=C(C(=CC(=N1)C=1C=NC(=NC1)C(=O)O)C=1N(C(=NC1)C)C)C#N 5-[6-(butylsulfanylmethylsulfanyl)-5-cyano-4-(2,3-dimethylimidazol-4-yl)-2-pyridyl]pyrimidine-2-carboxylic acid